7-(6-(1H-1,2,4-triazol-3-yl)pyridin-3-yl)-1-((cis-4-hydroxycyclohexyl)methyl)-3,4-dihydropyrazino[2,3-b]pyrazin-2(1H)-one N1N=C(N=C1)C1=CC=C(C=N1)C1=CN=C2C(=N1)N(C(CN2)=O)C[C@@H]2CC[C@@H](CC2)O